2-(8-((5-nitro-1-p-toluenesulfonyl-1H-pyrrolo[2,3-b]pyridine-4-yl)amino)8-azabicyclo[3.2.1]octane-3-ylidene)acetonitrile [N+](=O)([O-])C=1C(=C2C(=NC1)N(C=C2)S(=O)(=O)C2=CC=C(C)C=C2)NN2C1CC(CC2CC1)=CC#N